tert-butyl (R)-(cyclobutylmethyl)(1-(4-((4-(5-methoxypyridazin-3-yl)-1H-1,2,3-triazol-1-yl)methyl)phenyl) piperidin-3-yl)carbamate C1(CCC1)CN(C(OC(C)(C)C)=O)[C@H]1CN(CCC1)C1=CC=C(C=C1)CN1N=NC(=C1)C=1N=NC=C(C1)OC